BrC1=C(C=CC=C1)[Se]C=1C=C2CCN(C2=CC1)S(=O)(=O)C 5-(o-bromophenylseleno)-1-methanesulfonylindoline